3-[3-Hydroxy-4-[(2R,3R,4S,5S,6R)-3,4,5-trihydroxy-6-(hydroxymethyl)oxan-2-yl]oxyphenyl]-1-(2,4,6-trihydroxyphenyl)prop-2-en-1-one OC=1C=C(C=CC1O[C@H]1O[C@@H]([C@H]([C@@H]([C@H]1O)O)O)CO)C=CC(=O)C1=C(C=C(C=C1O)O)O